ONC(C)=O N-hydroxyacetamide